C(C1=CC=CC=C1)NC(C=CC(=O)NC(CC(C)C)B(O)O)=O (1-(4-(benzylamino)-4-oxobut-2-enamido)-3-methylbutyl)boronic acid